CN(C1(NC=CC=N1)O)C 2-dimethylamino-pyrimidinol